OCC[NH+](CCO)CCCCCCCC\C=C/CCCCCCCC N,N-bis(2-hydroxyethyl)oleylammonium